C1(CC1)[C@H]1CN(CCN1)C=1N=NC(=CN1)C1=CC=C(C=2N=CSC21)C=2C=NNC2 7-[3-[(3S)-3-cyclopropylpiperazin-1-yl]-1,2,4-triazin-6-yl]-4-(1H-pyrazol-4-yl)-1,3-benzothiazole